7-[2-(3-azabicyclo[3.1.0]hexan-1-yl)ethynyl]-N-(3-chloro-2-fluoro-phenyl)-6-nitro-quinazolin-4-amine C12(CNCC2C1)C#CC1=C(C=C2C(=NC=NC2=C1)NC1=C(C(=CC=C1)Cl)F)[N+](=O)[O-]